2-chloro-6-iodoquinazoline ClC1=NC2=CC=C(C=C2C=N1)I